O=C1N(CC2=CC(=CC=C12)O[C@H]1[C@@H](CCCC1)N[C@H](C)C1=CC=CC=C1)C1C(NC(CC1)=O)=O 3-(1-oxo-5-(((1R,2R)-2-(((R)-1-phenylethyl)amino)cyclohexyl)oxy)isoindolin-2-yl)piperidine-2,6-dione